FC(C(Cl)Br)(F)F trifluorobromochloroethane